(S)-N-(3-(3-chloro-2-methylphenyl)pyrrolidin-3-yl)-3-fluoroquinolin ClC=1C(=C(C=CC1)[C@@]1(CNCC1)N1CC(=CC2=CC=CC=C12)F)C